ketoglutaric acid monosodium [Na].O=C(C(=O)O)CCC(=O)O